IC1=CC=C(C(=C1N1CC2(CCC1)CCN(CC2)C(=O)OC(C)(C)C)C(F)(F)F)OC2=CC=CC=C2 tert-Butyl 2-(6-iodo-3-phenoxy-2-(trifluoromethyl)phenyl)-2,9-diazaspiro[5.5]undecane-9-carboxylate